C(C)(C)[C@H]1C(NC=2C(=NC(=NC2N1C)NC1CN(C1)C(=O)C1OCCCC1)C)=O (7S)-7-isopropyl-4,8-dimethyl-2-((1-(tetrahydro-2H-pyran-2-carbonyl)azetidin-3-yl)amino)-7,8-dihydropteridin-6(5H)-one